ClC1=C2C(=NC=C1)C(N(C2C2=C(C=CC=C2)C)CC2=C(C=C(C=C2)OC)OC)=O 4-chloro-6-(2,4-dimethoxybenzyl)-5-(o-tolyl)-5,6-dihydro-7H-pyrrolo[3,4-b]pyridin-7-one